ClC1=CC=C(C=C1)C=1OC(=CC1)C1=C(C=CC=C1)OC 2-(4-chlorophenyl)-5-(2-methoxyphenyl)furan